NC=1C(=NC(=C(N1)F)C=1C=C2[C@@H](CCOC2=CC1)N(C)C)C=1C=C2CCNC(C2=CC1F)=O (R)-6-(3-amino-6-(4-(dimethylamino)chroman-6-yl)-5-fluoropyrazin-2-yl)-7-fluoro-3,4-dihydroisoquinolin-1(2H)-one